(3aS,5aS,8R,8aS,9R,10aS)-9-(tert-butyl)-9-hydroxy-6-(2-(methylamino)-2-oxoethyl)-2,4,7-trioxooctahydro-4H,9H-furo[3'',2'':2',3']cyclopenta[1',2':3,4]furo[2,3-b]pyrrol-8-yl benzoate C(C1=CC=CC=C1)(=O)O[C@@H]1[C@@]23[C@@H](N(C1=O)CC(=O)NC)OC([C@]21[C@H](C[C@@]3(O)C(C)(C)C)OC(C1)=O)=O